ClC1=CC2=C(N(C=N2)CCC[C@H]2NCCC[C@@H]2O)C=C1Cl (2R,3S)-2-(3-(5,6-dichloro-1H-benzo[d]imidazol-1-yl)propyl)piperidin-3-ol